C(C)(C)(C)OC(=O)NC1(CC1)C1=CC=C(C=C1)N1N=C(C(=C1)NC(=O)C=1N=C(OC1)C1=CC(=NC=C1)N(C(OC(C)(C)C)=O)CC1CC1)C(F)F Tert-butyl N-[4-[4-[[1-[4-[1-(tert-butoxycarbonylamino)cyclopropyl]phenyl]-3-(difluoromethyl)pyrazol-4-yl]carbamoyl]oxazol-2-yl]-2-pyridyl]-N-(cyclopropylmethyl)carbamate